N1=CC=NC2=CC(=CC=C12)/C=C/C(=O)C=1C=C(C=CC1)C1=CC=C(C=C1)OC(F)(F)F (E)-3-(quinoxalin-6-yl)-1-(4'-(trifluoromethoxy)-[1,1'-biphenyl]-3-yl)prop-2-en-1-one